2-chloro-1-(2-ethoxyethyl)-5-methoxy-1H-indole-3-carbaldehyde ClC=1N(C2=CC=C(C=C2C1C=O)OC)CCOCC